(3R,4R)-1-Cyclopentyl-4-{[1-(2,4-difluoro-phenyl)-1H-[1,2,3]triazole-4-carbonyl]-amino}-piperidine-3-carboxylic acid ((R)-1-pyridin-2-yl-ethyl)-amide N1=C(C=CC=C1)[C@@H](C)NC(=O)[C@@H]1CN(CC[C@H]1NC(=O)C=1N=NN(C1)C1=C(C=C(C=C1)F)F)C1CCCC1